3,5-dihydroxybenzyl ether hydrate O.OC=1C=C(COCC2=CC(=CC(=C2)O)O)C=C(C1)O